tert-butyl (5-(2-amino-7-bromo-1H-benzo[d]imidazol-1-yl)hexyl)carbamate NC1=NC2=C(N1C(CCCCNC(OC(C)(C)C)=O)C)C(=CC=C2)Br